OC(C(=O)O)CCCCCC\C=C/CCCCCCCC alpha-hydroxyoleic acid